C1(=CC=CC=C1)C(=O)O phenylformic acid